ClC1=NC=C2C=C(N=C(C2=C1)NCCNS(=O)(=O)C)C1=C(C(=CC(=C1Cl)OC)OC)Cl N-(2-((7-chloro-3-(2,6-dichloro-3,5-dimethoxyphenyl)-2,6-naphthyridin-1-yl)amino)ethyl)methanesulfonamide